C(CCCCCCCCCCCCC\C=C/CCCCCCCC)(=O)OCCCCCCCC\C=C\C\C=C/CCCCC trans-linoleyl nervonate